C(C)OC([C@@H](C)N[P@](=O)(OCC1=CC=CC=C1)COCCN1C2=NC(=NC(=C2N=C1)OC)N)=O |&1:4| (R,R)- and (S,R)-ethyl-2-((((2-(2-amino-6-methoxy-9H-purin-9-yl)-ethoxy)-methyl)-(benzyloxy)-phosphoryl)-amino)-propionate